C1(CCCCC1)OC=1C=C(C=CC1)C1(CCOCC1)C(=O)N[C@@H](C)C1=CC=C(C(=O)O)C=C1 4-[(1S)-1-[[4-[3-(Cyclohexoxy)phenyl]tetrahydropyran-4-carbonyl]amino]ethyl]benzoic acid